BrC1=CC=C(C=C1)C1=CC=CC=2NC3=CC=CC=C3C(C12)(C)C (4-bromophenyl)-9,9-dimethyl-9,10-dihydroacridine